N1(N=NC=C1)C1=CC=C(C=C1)N1CC(=NC(=C1)CCCN[C@H]1[C@@H](C1)C1=CC=C(C=C1)F)N1CCC1 1-[4-(1H-1,2,3-triazol-1-yl)phenyl]-3-[azetidin-1-yl]-5-[3-([(1R,2S)-2-(4-fluorophenyl)cyclopropyl]amino)propyl]pyrazin